(R)-5-(2-(benzyloxy)-3-fluorophenyl)-2-((1,1-dioxido-2,3-dihydrothiophen-3-yl)carbamoyl)pyridine 1-oxide C(C1=CC=CC=C1)OC1=C(C=CC=C1F)C=1C=CC(=[N+](C1)[O-])C(N[C@H]1CS(C=C1)(=O)=O)=O